(6-cyclopropyl-3-fluoroimidazo[1,2-a]pyridin-2-yl)methanamine C1(CC1)C=1C=CC=2N(C1)C(=C(N2)CN)F